ClC1=CC=C(C(=C1CCC1=CC=C(C=C1)S(=O)(=O)N(C)C)C=1C(N(N=C(C1O)C)C)=O)F 4-[2-[6-chloro-3-fluoro-2-(5-hydroxy-2,6-dimethyl-3-oxo-pyridazin-4-yl)phenyl]ethyl]-N,N-dimethyl-benzenesulfonamide